C(#C)C=1N=C2N(C(C1)=O)C=CC=C2 2-ethynylpyrido[1,2-a]pyrimidin-4-one